(S)-1-(2-(3-acetyl-6-(2-methylpyrimidin-5-yl)-1H-indazol-1-yl)acetyl)-N-(6-bromopyridin-2-yl)pyrrolidine-2-carboxamide C(C)(=O)C1=NN(C2=CC(=CC=C12)C=1C=NC(=NC1)C)CC(=O)N1[C@@H](CCC1)C(=O)NC1=NC(=CC=C1)Br